2-ethyl-benzoyl-sodium benzoate C(C1=CC=CC=C1)(=O)O.C(C)C1=C(C(=O)[Na])C=CC=C1